O=C1NC(CCC1N1C(C2=CC=C(C(=C2C1=O)F)CN1CCN(CC1)C1CCN(CC1)C1=NC(=C(C(=O)N)C=C1)C1=CC=C(C=C1)OC1=CC=CC=C1)=O)=O 6-(4-(4-((2-(2,6-dioxopiperidin-3-yl)-4-fluoro-1,3-dioxoisoindolin-5-yl)methyl)piperazin-1-yl)piperidin-1-yl)-2-(4-phenoxyphenyl)nicotinamide